CN(C(C1=CC=C(C(=O)NC=2C=NNC2)C=C1)=O)C1CCNCC1 N1-methyl-N1-(piperidin-4-yl)-N4-(1H-pyrazol-4-yl)-terephthalamide